C(C1=CC=CC=C1)N1C2=NC=NC(=C2N=C1C1=C(C=C(C=C1)OCCN1CCNCC1)Cl)OC1(CC1)CC 9-benzyl-8-(2-chloro-4-(2-(piperazin-1-yl)ethoxy)phenyl)-6-(1-ethylcyclopropoxy)-9H-purine